5'-methyl-4-pentyl-3-(phenylsulfonyl)-2'-(prop-1-en-2-yl)-1',2',3',4'-tetrahydro-[1,1-biphenyl]-2,6-diol CC=1CCC(C(C1)C=1C(=C(C(=CC1O)CCCCC)S(=O)(=O)C1=CC=CC=C1)O)C(=C)C